COC1=C(CNC2=NC(=NC(=C2)N)C(C)F)C=CC(=C1)OC N4-(2,4-dimethoxybenzyl)-2-(1-fluoroethyl)pyrimidine-4,6-diamine